2-PROPYLCYCLOHEXAN-1-ONE C(CC)C1C(CCCC1)=O